C1(CC1)C(=O)NC1CN(C1)C(=O)OC(C)(C)C tert-Butyl 3-(cyclopropanecarboxamido)azetidine-1-carboxylate